[Ru](Cl)Cl.C(C)(C)(C)C=C=C1C(C(CC1)P(C1CCCC1)C1CCCC1)=C1N(C=CN1C(C)C)C(C)C (t-butylvinylidene)(1,3-diisopropyl-4-imidazolin-2-ylidene)(tricyclopentylphosphine) ruthenium dichloride